4-methyl-3-((3-(9-(tetrahydro-2H-pyran-2-yl)-9H-purin-6-yl)pyridin-2-yl)amino)-N-(3-(trifluoromethyl)phenyl)benzamide CC1=C(C=C(C(=O)NC2=CC(=CC=C2)C(F)(F)F)C=C1)NC1=NC=CC=C1C1=C2N=CN(C2=NC=N1)C1OCCCC1